(2s,3r)-ethyl 2-fluoro-3-hydroxy-3-phenylpropionate F[C@H](C(=O)OCC)[C@@H](C1=CC=CC=C1)O